Cl.Cl.NCCOCCOCCNS(=O)(=O)C1=CC(=CC=C1)[C@@H]1CN(CC2=C(C=C(C=C12)Cl)Cl)C N-[2-[2-(2-Aminoethoxy)ethoxy]ethyl]-3-[(4S)-6,8-dichloro-2-methyl-3,4-dihydro-1H-isoquinolin-4-yl]benzenesulfonamide dihydrochloride